(2S)-methyl-4-(((trifluoromethyl)sulfonyl)oxy)-3,6-dihydropyridine-1(2H)-carboxylic acid tert-butyl ester C(C)(C)(C)OC(=O)N1[C@H](CC(=CC1)OS(=O)(=O)C(F)(F)F)C